[N+](=O)([O-])C1=C(C(=CC=C1)C#C[Si](C)(C)C)N[C@H](CCCCNC(OC(C)(C)C)=O)C tert-butyl (S)-(5-((2-nitro-6-((trimethylsilyl)ethynyl)phenyl)amino)hexyl)carbamate